2-Hydroxy-1-(5-(hydroxymethyl)furan-2-yl)propan-1-one OC(C(=O)C=1OC(=CC1)CO)C